2-chloro-6-hydrazinyl-8-methyl-9-(pyridin-2-yl)-9H-purine ClC1=NC(=C2N=C(N(C2=N1)C1=NC=CC=C1)C)NN